NC1(C(C1)(C)C)C(=O)O 1-AMINO-2,2-DIMETHYLCYCLOPROPANECARBOXYLIC ACID